4-(benzyl(methyl)amino)-1-(3-(2,6-bis(benzyloxy)pyridin-3-yl)-1-methyl-1H-indazol-6-yl)piperidin-2-one C(C1=CC=CC=C1)N(C1CC(N(CC1)C1=CC=C2C(=NN(C2=C1)C)C=1C(=NC(=CC1)OCC1=CC=CC=C1)OCC1=CC=CC=C1)=O)C